2-methoxyethoxymethyl ether COCCOCOCOCCOC